O=C1NC(CCC1N1C(OC2=C1C=CC=C2CCCOC2CCN(CC2)C(=O)OC(C)(C)C)=O)=O Tert-butyl 4-[3-[3-(2,6-dioxo-3-piperidyl)-2-oxo-1,3-benzoxazol-7-yl]propoxy]piperidine-1-carboxylate